N-(2-methoxy-4-(1-phenylcyclopentane-1-carboxamido)phenyl)-2,4-difluorobenzamide COC1=C(C=CC(=C1)NC(=O)C1(CCCC1)C1=CC=CC=C1)NC(C1=C(C=C(C=C1)F)F)=O